C(C)OC1=CC=C(C=C1)C(/C=C/C1=CC=C(OCC(=O)O)C=C1)=O 2-[4-[(E)-3-(4-Ethoxyphenyl)-3-oxoprop-1-enyl]phenoxy]acetic acid